2-benzyl-2-azaspiro[3.3]heptan-6-yl (2R,6S)-4-(6-fluoro-1,3-benzoxazol-2-yl)-2,6-dimethylpiperazine-1-carboxylate FC1=CC2=C(N=C(O2)N2C[C@H](N([C@H](C2)C)C(=O)OC2CC3(CN(C3)CC3=CC=CC=C3)C2)C)C=C1